FC1=CC=C2C=C(C(=NC2=C1F)C)OC1=C(C(=CC=C1)F)C(C)(C)O 2-{2-[(7,8-Difluoro-2-methylchinolin-3-yl)oxy]-6-fluorophenyl}propan-2-ol